C(C)O\C=C\B1OC(C)(C)C(C)(C)O1 (E)-Ethoxyethene-2-boronic acid pinacol ester